1-keto-2,8-diazaspiro[4.5]decan O=C1NCCC12CCNCC2